FC1=CC=C(C=C1)S(=O)C1=NC=CC=C1C1=CNC=2C(N(C=CC21)C)=O 3-(2-((4-fluorophenyl)sulfinyl)pyridin-3-yl)-6-methyl-1,6-dihydro-7H-pyrrolo[2,3-c]pyridin-7-one